C([C@@H]1[C@H]([C@@H]([C@H]([C@H](O1)O)O)O)O[C@@H]2[C@@H]([C@H]([C@@H]([C@H](O2)COP(=O)([O-])[O-])O)O)O)O The molecule is dianion of maltose 6'-phosphate arising from deprotonation of both OH groups of the phosphate. It is a conjugate base of an alpha-maltose 6'-phosphate.